5-(2,5-dimethoxyphenyl)-1,3,4-oxadiazol COC1=C(C=C(C=C1)OC)C1=NN=CO1